N-(4-{1-[(5-fluoro-2-methylphenyl)carbonyl]piperidin-4-yl}butyl)-1H-pyrrolo[3,2-c]pyridine-2-carboxamide FC=1C=CC(=C(C1)C(=O)N1CCC(CC1)CCCCNC(=O)C1=CC=2C=NC=CC2N1)C